1-[6-(2-methylbenzoyl)-9-ethylcarbazol-3-yl]-1-cyclohexyl-methane CC1=C(C(=O)C=2C=C3C=4C=C(C=CC4N(C3=CC2)CC)CC2CCCCC2)C=CC=C1